C(C)OC(=O)C=1C(=NC2=NC=CC(=C2C1)Cl)C=1C=NN(C1)C 5-chloro-2-(1-methyl-1H-pyrazol-4-yl)-1,8-naphthyridine-3-carboxylic acid ethyl ester